2-(5-(3-(1-(4-methyl-4H-1,2,4-triazol-3-yl)propan-2-yl)phenyl)-1H-pyrazol-3-yl)pyridine CN1C(=NN=C1)CC(C)C=1C=C(C=CC1)C1=CC(=NN1)C1=NC=CC=C1